N-[3-[5-(5-chloropyrimidin-2-yl)thiazol-2-yl]-1-bicyclo[1.1.1]pentyl]-5-(1-methanesulfonylcyclopropyl)furan-2-carboxamide ClC=1C=NC(=NC1)C1=CN=C(S1)C12CC(C1)(C2)NC(=O)C=2OC(=CC2)C2(CC2)S(=O)(=O)C